NC1=C(C=NN1C)S(=O)(=O)NC=1C=CC(=C2C(=NNC12)C#N)C 5-Amino-N-(3-cyano-4-methyl-1H-indazol-7-yl)-1-methyl-pyrazol-4-sulfonamid